CC1=NN(C(C1C(=O)[O-])=O)C1=CC(=CC=C1)C=1OC=CN1 3-methyl-1-(3-(oxazol-2-yl) phenyl)-5-oxo-4,5-dihydro-1H-pyrazole-4-carboxylate